4-fluoro-1-(5-fluoro-4-(1-methyl-1H-1,2,4-triazol-5-yl)pyrimidin-2-yl)piperidine-4-carboxylic acid FC1(CCN(CC1)C1=NC=C(C(=N1)C1=NC=NN1C)F)C(=O)O